C(C1=CC=CC=C1)(=O)OC(CCC)C(C(CCC)OC(C1=CC=CC=C1)=O)CCC 5-propyl-4,6-nonanediol dibenzoate